L-(+)-arginine hydrochloride C(CC(C(=O)O)N)CN=C(N)N